FC(C(C(C(C(C(F)(F)F)(F)F)(F)F)(F)F)(F)F)(F)F Perfluorohexan